2'-hexadecyloxyuridine C(CCCCCCCCCCCCCCC)O[C@@]1([C@@H](O[C@@H]([C@H]1O)CO)N1C(=O)NC(=O)C=C1)O